[P].CN=C=O methyl isocyanate phosphorus